2-chloro-4-methyl-8-((1,1,1-trifluoropropan-2-yl)oxy)-1,5-naphthyridine ClC1=NC2=C(C=CN=C2C(=C1)C)OC(C(F)(F)F)C